C(C)C1(OCCC2=C1NC1=C(C=CC=C21)CC)CC(=O)N2C=CC1=C2N=CN=C1N([C@H]1CN(CC[C@H]1C)C(CC#N)=O)C 3-((3R,4R)-3-((7-(2-(1,8-diethyl-1,3,4,9-tetrahydropyrano[3,4-b]indole-1-yl)acetyl)-7H-pyrrolo[2,3-d]pyrimidin-4-yl)(methyl)amino)-4-methylpiperidin-1-yl)-3-oxopropionitrile